S1C=C(C=C1)C1=CN=C2N1C=C(N=C2)C=2C=C(C=CC2)NS(=O)(=O)C N-[3-[3-(3-thienyl)imidazo[1,2-a]pyrazin-6-yl]phenyl]meth-anesulfonamide